2-[4-[8-Chloro-7-[2-methyl-3-(2-trimethylsilylethoxymethyl)benzimidazol-5-yl]oxy-quinoxalin-2-yl]pyrazol-1-yl]-1-(5,5-dimethyl-4H-imidazol-3-yl)ethanone ClC=1C(=CC=C2N=CC(=NC12)C=1C=NN(C1)CC(=O)N1C=NC(C1)(C)C)OC1=CC2=C(N=C(N2COCC[Si](C)(C)C)C)C=C1